NCC1=CC=C(C=C1)C=CC(=O)O 3-[4-(aminomethyl)phenyl]Acrylic acid